N1OC(C2=C1C=CC=N2)=O isoxazolo-Pyridinone